1-(3-acetylphenyl)-3-(2-(fluoro(4-methylpiperazin-1-yl)methyl)-3-(2-methoxyethyl)-4-oxo-3,4-dihydroquinazolin-6-yl)urea C(C)(=O)C=1C=C(C=CC1)NC(=O)NC=1C=C2C(N(C(=NC2=CC1)C(N1CCN(CC1)C)F)CCOC)=O